N1=CC=C2N1CCCN2C=2C=NC=1CCN=CC1C2 3-(6,7-dihydropyrazolo[1,5-a]pyrimidin-4(5H)-yl)-7,8-dihydro-1,6-naphthyridin